alpha-octenal C(C=CCCCCC)=O